COC(=O)C=1C(=NC(=C(C1)Cl)C(F)(F)F)OS(=O)(=O)C(F)(F)F 5-chloro-6-(trifluoromethyl)-2-(trifluoromethylsulfonyloxy)pyridine-3-carboxylic acid methyl ester